C=C[C@@H](/C=C/C1=CC=C(C=C1)O)C2=CC=C(C=C2)O The molecule is a 1,3-bis(p-hydroxyphenyl)pentane-1,4-diene that has 1E,3S configuration. A natural product found in Chamaecyparis obtusa. It has a role as a metabolite. It is a norlignan and a 1,3-bis(p-hydroxyphenyl)pentane-1,4-diene.